C1(CC1)[C@@H](C)NC1=NC(=NC=C1C(=O)N)N[C@H]1C[C@H](CCC1)O 4-((R)-1-cyclopropylethylamino)-2-((1R,3S)-3-hydroxycyclohexylamino)pyrimidine-5-carboxamide